methyl (4Z)-4-amino-4-(hydroxyimino)butanoate N\C(\CCC(=O)OC)=N/O